Hexanoic acid, ETHYL ESTER C(CCCCC)(=O)OCC